BrC=1C=C2C(=NN(C(C2=CC1)=O)CC(=O)NC1CC(CNC1)(F)F)C(C)C 5-[[2-(6-bromo-4-isopropyl-1-oxo-phthalazin-2-yl)acetyl]amino]-3,3-difluoro-piperidine